C(#N)C(C(=O)O)(COC(F)(F)F)C 2-cyano-2-methyl-3-(trifluoromethoxy)propanoic acid